C(C1=CC=CC=C1)(=O)C=1C=C(C=CC1)C(C(=O)[O-])C.C1(CCCCC1)[NH2+]C1CCCCC1 dicyclohexylammonium 2-(3-benzoylphenyl)propionic acid salt